C(#C)[C@@]1(O[C@H](C=C1)N1C(NC(C(=C1)C)=O)=O)CO[P@@](=O)(OC1=CC=CC=C1)NC(C(=O)OC(C)C)(C)C isopropyl 2-{[(R)-[(2R,5R)-2-ethynyl-5-(5-methyl-2,4-dioxo-3H-pyrimidin-1-yl)-5H-furan-2-yl] methoxy (phenoxy) phosphoryl] amino}-2-methylpropionate